OC(CC(=O)O)(CC(=O)O)C(=O)O.O=C1N(CC2=CC(=CC=C12)O[C@@H]1[C@H](CCCC1)N1CC(C1)C1=CC=CC=C1)C1C(NC(CC1)=O)=O 3-(1-oxo-5-(((1S,2S)-2-(3-phenylazetidin-1-yl)cyclohexyl)oxy)isoindolin-2-yl)piperidine-2,6-dione 2-hydroxypropane-1,2,3-tricarboxylate